CC=1C(=NC(=NC1)NC1=CC=C(C=C1)N1CCN(CC1)C)NC1=CC(=CC=C1)N 5-Methyl-N4-[3-aminophenyl]-N2-[4-(4-methylpiperazin-1-yl)phenyl]pyrimidine-2,4-diamine